(R)-4-((2-azaspiro[3.3]heptan-6-yl)amino)-N-(1-(2-methyl-3-(trifluoromethyl)phenyl)ethyl)-6-oxo-1-(tetrahydro-2H-pyran-4-yl)-1,6-dihydropyridine-3-carboxamide C1NCC12CC(C2)NC=2C(=CN(C(C2)=O)C2CCOCC2)C(=O)N[C@H](C)C2=C(C(=CC=C2)C(F)(F)F)C